C(C(C)C)C1N2CCC=CCC(N(C(C(NC(C(NC(C(N(C(CNC(CNC1=O)=O)=O)C)CC(C)C)=O)CC=1SC3=NC=CC=C3C1)=O)C)=O)C)C2=O 2,11-bis(isobutyl)-10,19-dimethyl-17-methyl-14-[(1-thia-7-aza-2-indenyl)methyl]-1,4,7,10,13,16,19-heptaazabicyclo[18.5.1]hexacos-22-ene-3,6,9,12,15,18,26-heptone